N-(indolin-5-yl)benzo[d]thiazole-2-carboxamide N1CCC2=CC(=CC=C12)NC(=O)C=1SC2=C(N1)C=CC=C2